1-naphthoyl chloride C1(=CC=CC2=CC=CC=C12)C(=O)Cl